4-nitro-1-tetrahydropyran-2-yl-pyrazole [N+](=O)([O-])C=1C=NN(C1)C1OCCCC1